N4-Methylcytosine CNC1=CC=NC(=O)N1